N1(C=NC=C1)C=1C=C(C(=O)NC2(CCCC2)C(=O)OC)C=CC1 methyl 1-(3-(1H-imidazol-1-yl)benzamido)cyclopentane-1-carboxylate